CC1=C(C(=NN1C)C)C(=O)N(C2=CC(=C(C=C2)C(C(F)(F)F)(C(F)(F)F)OC)CC(C)C)C(=O)C(C)C The molecule is a dicarboximide resulting from the formal condensation of the amino group of 4-(1,1,1,3,3,3-hexafluoro-2-methoxypropan-2-yl)-3-isobutylaniline with isobutyric acid and with 1,3,5-trimethylpyrazole-4-carboxylic acid. Developed by Nihon Nohyaku Co. Ltd. (Japan), it is a pro-acaricide, with its metabolite (the -NH form lacking the isubutanoyl group) exhibiting high activity on mitochondrial complex II. It has been reported to be very effective in controlling spider mites (Tetranychus, Oligonychus, and Panonychus species) during all life stages. It is a member of pyrazoles, a dicarboximide, an organofluorine acaricide and an ether.